S(=O)(=O)(O)C=1C=C(C(=O)[O-])C=CC1.[Na+] sodium m-sulphobenzoate